FC=1C=CC=C2C(=CNC12)C=1C=C(SC1)C(C(C(=O)O)C)=O 3-(4-(7-fluoro-1H-indol-3-yl)thiophen-2-yl)-2-methyl-3-oxopropanoic acid